OC1CC(C1)(C1=CC(=CC=C1)[N+](=O)[O-])CC(=O)OCC ethyl 2-(3-hydroxy-1-(3-nitrophenyl)cyclobutyl)acetate